COC(CNC(=O)C1=NNC(=C1)C=1C=C(C=CC1)C=1OC(=CN1)C(=O)NC(CC)CC)(C)C 2-(3-(3-((2-methoxy-2-methylpropyl)carbamoyl)-1H-pyrazol-5-yl)phenyl)-N-(pentan-3-yl)oxazole-5-carboxamide